N-(4-(benzo[d]thiazol-5-yl)phenethyl)-2-ethynyl-thiazole-4-carboxamide S1C=NC2=C1C=CC(=C2)C2=CC=C(CCNC(=O)C=1N=C(SC1)C#C)C=C2